C(C)C1(CCC1)C1=CC=C2C=NC(=NN21)N[C@H]2[C@@H](COCC2)O (3S,4R)-4-((7-(1-ethylcyclobutyl)pyrrolo[2,1-f][1,2,4]triazin-2-yl)amino)tetrahydro-2H-pyran-3-ol